COC(=O)C=1OC(=CC1)CSC1=NN=C2N1C(=CC(N2)=O)CCC methyl-5-{[(7-oxo-5-propyl-7,8-dihydro[1,2,4]triazolo[4,3-a]pyrimidin-3-yl)sulfanyl]methyl}furan-2-carboxylate